C(COCCOCCOCCOCC#C)N1CCN(CC1)CCOCCC(=O)O 3-{2-[4-(3,6,9,12-tetraoxapentadec-14-yn-1-yl)piperazin-1-yl]ethoxy}propanoic acid